CS(=O)(=O)OC(CC1=CC=CC=C1)[C@@H]1N(CCC1)C(=O)C1=NNC=C(C1=O)O 1-((R)-1-(5-hydroxy-4-oxo-1,4-dihydropyridazine-3-carbonyl)pyrrolidin-2-yl)-2-phenylethyl Methanesulfonate